The molecule is dizwitterionic form of L-cystathionine arising from transfer of two protons from the carboxy to the amino groups; major species at pH 7.3. It is a tautomer of a L-cystathionine. C(CSC[C@@H](C(=O)[O-])[NH3+])[C@@H](C(=O)[O-])[NH3+]